C(C)(=O)O[C@H]1[C@@H](SC2=CC(=C(C=C2F)C#N)Cl)O[C@@H]([C@@H]([C@@H]1N1N=NC(=C1)C1=CC(=C(C(=C1)F)F)F)OC(C)=O)COC(C)=O 3-Chloro-6-fluoro-4-cyanophenyl 2,4,6-tri-O-acetyl-3-deoxy-3-[4-(3,4,5-trifluorophenyl)-1H-1,2,3-triazol-1-yl]-1-thio-α-D-galactopyranoside